C(CCCC)N1C=[N+](C=C1)C 1-Pentyl-3-methylimidazolium